rel-5-((2R,3S,4S,5R)-3-(6-(difluoromethyl)-2-methoxypyridin-3-yl)-4,5-dimethyl-5-(trifluoromethyl)tetrahydrofuran-2-carboxamido)picolinamide FC(C1=CC=C(C(=N1)OC)[C@H]1[C@@H](O[C@]([C@H]1C)(C(F)(F)F)C)C(=O)NC=1C=CC(=NC1)C(=O)N)F |o1:10,11,13,14|